[Pd].C(C)(C)(C)P(C(C)(C)C)C(C)(C)C.C(C)(C)(C)P(C(C)(C)C)C(C)(C)C bis(tri-tert.-butylphosphine) palladium (0)